BrC=1C=C2C(=NC1)N=C(N2C2=C(C=CC=C2OC)OC)C2=NC(=CC=C2)OCC 6-bromo-1-(2,6-dimethoxyphenyl)-2-(6-ethoxypyridin-2-yl)-1H-imidazo[4,5-b]pyridine